(1R,2'S,4S)-7-chloro-2'-methyl-spiro[isochromane-1,4'-piperidine]-4-ol ClC1=CC=C2[C@@H](CO[C@]3(C[C@@H](NCC3)C)C2=C1)O